N1=CC(=CC=C1)N1C[C@H](CC1)C1CC12NCCC(C2)C(=O)N ((R)-1-(pyridin-3-yl)pyrrolidin-3-yl)-4-azaspiro[2.5]octane-7-carboxamide